C1(=CC=C(C=C1)NC1=C(C(=O)O)C=C(C(=C1)C(=O)O)NC1=CC=C(C=C1)C)C 2,5-di(p-toluidino)-terephthalic acid